C1(=CC(=CC=C1)C=1SC(=C(N1)C)C(C)=O)C 2-(3-tolyl)-4-methyl-5-acetyl-thiazole